5-[5-fluoro-6-(piperidin-3-yloxy)-2,3-dihydro-1H-isoindol-2-yl]-4-(trifluoromethyl)-2,3-dihydropyridazin-3-one FC=1C=C2CN(CC2=CC1OC1CNCCC1)C1=C(C(NN=C1)=O)C(F)(F)F